FC=1C=C(C=CC1)C1=NC=NC2=CC=CC=C12 4-(3-fluorophenyl)quinazoline